CC1(COCCC1)C(N1C[C@@H]2[C@H](C1)CC(C2)NC=2N=NC(=CC2)C2=C(C(=CC(=C2)F)F)F)([2H])[2H] (3aR,5s,6aS)-2-((3-methyltetrahydro-2H-pyran-3-yl)methyl-d2)-N-(6-(2,3,5-trifluorophenyl)pyridazin-3-yl)octahydrocyclopenta[c]pyrrol-5-amine